C(#N)C1=CC2=C(N=C(S2)C23CC(C2)(C3)NC(OC(C)(C)C)=O)C=C1 tert-butyl N-[1-(6-cyano-1,3-benzothiazol-2-yl)-3-bicyclo[1.1.1]pentanyl]carbamate